sodium 1,2-ethanediyl-disulfonate C(CS(=O)(=O)[O-])S(=O)(=O)[O-].[Na+].[Na+]